2,6-Anhydro-5-acetamido-4-(5-bromo-6-chloro-3-cyano-2H-indazol-2-yl)-3,4,5-trideoxy-D-glycero-D-galacto-non-2-enonic acid C(C)(=O)N[C@@H]1[C@H](C=C(C(=O)O)O[C@H]1[C@H](O)[C@H](O)CO)N1N=C2C=C(C(=CC2=C1C#N)Br)Cl